2-[5-chloro-2-[(R)-hydroxy-[(3aR,4R,6R,6aR)-4-methoxy-2,2-dimethyl-3a,4,6,6a-tetrahydrofuro[3,4-d][1,3]dioxol-6-yl]methyl]phenyl]ethanol ClC=1C=CC(=C(C1)CCO)[C@H]([C@H]1O[C@H]([C@H]2[C@@H]1OC(O2)(C)C)OC)O